benzyl-phenyl-sulfimide C(C1=CC=CC=C1)S(=N)C1=CC=CC=C1